C(C(=C)C)(=O)OCCC[Si](OCC)(OCC)OCC 3-methacryloyloxypropyl(triethoxy)silane